NC=1C=C(C=CC1N)C1=CC=CC(=C1OC)OC 3',4'-diamino-5,6-dimethoxy-[1,1'-biphenyl]